F[C@H]1[C@H](C2=C(C(=CC(=C2C1)[C@H]1CC[C@@H](C=2C=C(C=C(C12)C#N)F)F)F)S(=O)(=O)C)OCOC (5S,8R)-8-[(1S,2R)-2,6-difluoro-1-(methoxymethoxy)-7-methylsulfonyl-2,3-dihydro-1H-inden-4-yl]-3,5-difluoro-5,6,7,8-tetrahydronaphthalene-1-carbonitrile